N-(cyclobutylmethyl)-5,6-bis(2-fluoro-4-hydroxyphenyl)-N-(4-methoxyphenyl)-7-oxabicyclo[2.2.1]hept-5-ene-2-sulfonamide C1(CCC1)CN(S(=O)(=O)C1C2C(=C(C(C1)O2)C2=C(C=C(C=C2)O)F)C2=C(C=C(C=C2)O)F)C2=CC=C(C=C2)OC